(2-ethoxyethyl)piperidine-3-carboxamide C(C)OCCN1CC(CCC1)C(=O)N